7-(4-bromo-3-chloro-benzoyl)-2-[4-(cyclopropoxy)phenyl]-3-oxo-N-[rac-(1R)-1-phenylethyl]-6,8-dihydro-5H-imidazo[1,5-a]pyrazine-1-carboxamide BrC1=C(C=C(C(=O)N2CC=3N(CC2)C(N(C3C(=O)N[C@H](C)C3=CC=CC=C3)C3=CC=C(C=C3)OC3CC3)=O)C=C1)Cl |r|